C12C(CC(C=C1)CC2)COC(=O)C2C1C=CC(C2)CC1 bicyclo[2.2.2]oct-5-en-2-ylmethyl-bicyclo[2.2.2]oct-5-ene-2-carboxylate